(Ra)-6-(4-Chloro-1-(4-(trifluoromethoxy)benzyl)-1H-indazol-7-carboxamido)spiro[3.3]heptan ClC1=C2C=NN(C2=C(C=C1)C(=O)NC1CC2(CCC2)C1)CC1=CC=C(C=C1)OC(F)(F)F